7-((R)-4-(tert-butoxycarbonyl)-3-methylpiperazin-1-yl)-3-(5-(difluoromethyl)-1,3,4-thiadiazol-2-yl)-1-methyl-2-oxo-2,3-dihydro-1H-benzo[d]imidazole-5-sulfinic acid C(C)(C)(C)OC(=O)N1[C@@H](CN(CC1)C1=CC(=CC2=C1N(C(N2C=2SC(=NN2)C(F)F)=O)C)S(=O)O)C